CC1=C2C(=NC=C1)N(C(N2)=O)C=2C=NC(=NC2)OC2=CC=CC1=C2C2(CC2)CO1 7-methyl-3-(2-spiro[2H-benzofuran-3,1'-cyclopropane]-4-yloxypyrimidin-5-yl)-1H-imidazo[4,5-b]pyridin-2-one